COC(=O)C1=CC2C(=NNC2C=C1)I 3-iodo-3a,7a-dihydro-1H-indazole-5-carboxylic acid methyl ester